3-(2,5-difluorobenzyl)-2-methoxypyridine FC1=C(CC=2C(=NC=CC2)OC)C=C(C=C1)F